5-[[2-(4-amino-1,2,5-oxadiazol-3-yl)-6,7-difluoro-benzoimidazol-1-yl]methyl]pyrimidine-2-carbonitrile NC=1C(=NON1)C1=NC2=C(N1CC=1C=NC(=NC1)C#N)C(=C(C=C2)F)F